N-(but-3-yn-1-yl)-3-hydroxy-4-(N-(1-(1-(naphthalen-1-yl)ethyl)piperidin-4-yl)methylsulfonamido)butanamide C(CC#C)NC(CC(CN(S(=O)(=O)C)C1CCN(CC1)C(C)C1=CC=CC2=CC=CC=C12)O)=O